FC1(CN(CC=C1N1CC2(C1)CC(C2)O)C(=O)OC(C)(C)C)F Tert-butyl 3,3-difluoro-4-(6-hydroxy-2-azaspiro[3.3]heptan-2-yl)-3,6-dihydropyridine-1(2H)-carboxylate